COC(=O)C1=CC(C2N(CCC3=CC(=CC=C23)Cl)C1)=C 9-chloro-1-methylene-1,6,7,11b-tetrahydro-4H-pyrido[2,1-a]isoquinoline-3-carboxylic acid methyl ester